8-(n-propoxycarbonyl)-tetracyclo[4.4.0.12,5.17,10]-3-dodecene C(CC)OC(=O)C1C2C3C4C=CC(C3C(C1)C2)C4